3-(2-cyanoethoxy)-N-methyl-4-{[3-(4-{[(1R,4R)-4-(dimethyl-amino)cyclohexyl]amino}-1-(2,2,2-trifluoro-ethyl)-1H-indol-2-yl)prop-2-yn-1-yl]amino}benzamide C(#N)CCOC=1C=C(C(=O)NC)C=CC1NCC#CC=1N(C2=CC=CC(=C2C1)NC1CCC(CC1)N(C)C)CC(F)(F)F